Cl.CC=1C(=C(C(=O)OC2NCCC2)C=CC1)OC(C)=O (Pyrrolidin-2-yl) methylacetoxybenzoate hydrochloride